N1(CCNCC1)C=1C=C(C=CC1)C1C(NC(CC1)=O)=O 3-(3-piperazin-1-ylphenyl)piperidine-2,6-dione